1-(5-cyclopropylpyridin-2-yl)azetidine C1(CC1)C=1C=CC(=NC1)N1CCC1